6-bromo-4-{4-[(2,3-dihydro-1H-indol-7-yl)methyl]piperazin-1-yl}-1-methyl-2-oxo-1,2-dihydro-1,5-naphthyridine-3-carbonitrile BrC=1N=C2C(=C(C(N(C2=CC1)C)=O)C#N)N1CCN(CC1)CC=1C=CC=C2CCNC12